The molecule is a 2-hydroxydicarboxylic acid that is glutaric acid in which one hydrogen alpha- to a carboxylic acid group is substituted by a hydroxy group. It has a role as a metabolite and a mouse metabolite. It derives from a glutaric acid. It is a conjugate acid of a 2-hydroxyglutarate(1-) and a 2-hydroxyglutarate. C(CC(=O)O)C(C(=O)O)O